O[C@@]1([C@]2(C)[C@@H](CC1)[C@@H]1CCC=3CC(CCC3C1=C(C2)C2=CC1=C(C=C2)OCO1)=O)C#CC (17β)-17-hydroxy-11-[3,4-(methylenedioxy)phenyl]-17-(1-propyn-1-yl)estra-5(10),9(11)-dien-3-one